C(#C)C1(COCC1)O 3-ethynyl-tetrahydrofuran-3-ol